tert-Butyl-((7R)-2-(3-methylbenzofuran-6-carbonyl)-2-azabicyclo[2.2.1]heptan-7-yl)carbamate C(C)(C)(C)OC(N[C@H]1C2N(CC1CC2)C(=O)C2=CC1=C(C(=CO1)C)C=C2)=O